Tert-Butyl N-methyl-N-[2-methyl-3-oxo-3-[2-[2-[4-(trifluoromethyl)anilino]benzoyl]hydrazino]propyl]carbamate CN(C(OC(C)(C)C)=O)CC(C(NNC(C1=C(C=CC=C1)NC1=CC=C(C=C1)C(F)(F)F)=O)=O)C